Cl[Si](N([Si](C)(Cl)Cl)CCC)(Cl)Cl 1,1,1,3,3-pentachloro-2-n-propyl-3-methyldisilazane